(2RS)-2-{trans-4-[(tert-butoxycarbonyl)amino]cyclohexyl}-7-chloro-2,4-dimethyl-1,3-benzodioxole-5-carboxylic acid C(C)(C)(C)OC(=O)N[C@@H]1CC[C@H](CC1)[C@@]1(OC2=C(O1)C(=CC(=C2C)C(=O)O)Cl)C |&1:14|